N1=CN=C2NC=NC2=C1C=1C(=NC=CC1)NC=1C=C(C(=O)NC2=CC(=NN2C2CC2)C(C)(C)C)C=CC1C 3-((3-(9H-purin-6-yl)pyridin-2-yl)amino)-N-(3-(tert-butyl)-1-cyclopropyl-1H-pyrazol-5-yl)-4-methylbenzamide